bis(trimethoxysilylpropyl) trisulfide CO[Si](OC)(OC)CCCSSSCCC[Si](OC)(OC)OC